CCOC(=O)C1(C[C@@H]([C@H]([C@@H](O1)[C@@H]([C@@H](CO)O)O)NC(=O)C)O)O The molecule is the carboxylic ester that is the ethyl ester of N-acetylneuraminic acid. It is an ethyl ester and a member of acetamides. It derives from a N-acetylneuraminic acid.